purine-6-thione monohydrate O.N1=CN=C2N=CN=C2C1=S